tertiary-butyl-arsine C(C)(C)(C)[AsH2]